C(C)(C)(C)OC(NCC1=NN(C2=NC=CC(=C21)N2C[C@@H](CC2)O)C2=CC=C(C=C2)OC(F)(F)F)=O (R)-((4-(3-hydroxypyrrolidin-1-yl)-1-(4-(trifluoromethoxy)phenyl)-1H-pyrazolo[3,4-b]pyridin-3-yl)methyl)carbamic acid tert-butyl ester